CC1(CC2=NN=C(N2C1)C1=CC=CC(=N1)N1CC=2C(=NC(=CC2C1=O)N(C)C(C)C)CNC)C 2-(6-(6,6-dimethyl-6,7-dihydro-5H-pyrrolo[2,1-c][1,2,4]triazol-3-yl)pyridin-2-yl)-6-(isopropyl(methyl)amino)-4-((methylamino)methyl)-2,3-dihydro-1H-pyrrolo[3,4-c]pyridin-1-one